C(C)(C)(C)OC(=O)N1CC2=CC(=CC(=C2CC1)COC)Br 7-Bromo-5-(methoxymethyl)-3,4-dihydro-1H-isoquinoline-2-carboxylic acid tert-butyl ester